CN(C(=O)C1CC=2C(NC1=O)=NNC2)C N,N-dimethyl-6-oxo-2H,4H,5H,6H,7H-pyrazolo[3,4-b]Pyridine-5-carboxamide